COC1=C(C=C(C(=C1)OC1=CC2=C(N(N=N2)C)C=C1)C)NC=1C2=C(N=CN1)C=NC(=N2)S(=O)C N-(2-methoxy-5-methyl-4-((1-methyl-1H-benzo[d][1,2,3]triazol-5-yl)oxy)phenyl)-6-(methylsulfinyl)pyrimido[5,4-d]pyrimidin-4-amine